tert-butyl 4-[6-(morpholin-4-yl)pyrazolo[1,5-a]pyridin-3-yl]piperidine-1-carboxylate N1(CCOCC1)C=1C=CC=2N(C1)N=CC2C2CCN(CC2)C(=O)OC(C)(C)C